1-(2-chloroethyl)-3-(2,3-dihydrobenzofuran-4-yl)urea ClCCNC(=O)NC1=CC=CC2=C1CCO2